CC(C=CC)=O n-penteneOne